3-(3,3-dimethyl-1-(methylsulfonyl)indolin-6-yl)-1-((2-(isopropylamino)pyridin-4-yl)methyl)-5,5-dimethylimidazolidine-2,4-dione CC1(CN(C2=CC(=CC=C12)N1C(N(C(C1=O)(C)C)CC1=CC(=NC=C1)NC(C)C)=O)S(=O)(=O)C)C